4'-((2-butyl-4-ethyl-4-(2-hydroxyethyl)-5-oxo-4,5-dihydro-1H-imidazol-1-yl)methyl)-N-(4,5-dimethylisoxazol-3-yl)-2'-(ethoxymethyl)-[1,1'-biphenyl]-2-sulfonamide C(CCC)C=1N(C(C(N1)(CCO)CC)=O)CC1=CC(=C(C=C1)C=1C(=CC=CC1)S(=O)(=O)NC1=NOC(=C1C)C)COCC